CC1=C(C(=CC=C1)C)N(C(C)=N)CC N-(2,6-dimethylphenyl)-N-ethylacetamidine